N-[2-[4-[[3-(4-chlorophenyl)-2-propyn-1-yl]-oxy]-3-methoxyphenyl]ethyl]-3-methyl-2-[(methylsulfonyl)amino]butanamide ClC1=CC=C(C=C1)C#CCOC1=C(C=C(C=C1)CCNC(C(C(C)C)NS(=O)(=O)C)=O)OC